N-(2-chloro-4-(trifluoromethyl)phenyl)-2-(2-cyclopropyl-6-ethyl-7-(4-(5-hydroxy-6-methylpyrimidine-4-carbonyl)piperazin-1-yl)-3-methyl-8-oxopyrido[2,3-b]pyrazin-5(8H)-yl)acetamide ClC1=C(C=CC(=C1)C(F)(F)F)NC(CN1C(=C(C(C=2C1=NC(=C(N2)C2CC2)C)=O)N2CCN(CC2)C(=O)C2=NC=NC(=C2O)C)CC)=O